Iso-Butyl Methyl Ketone CC(=O)CC(C)C